COC1=C(N)C(=CC=C1)N1CCN(CC1)C(C)C 2-Methoxy-6-[4-(propan-2-yl)piperazin-1-yl]aniline